C(CCC(=O)O)(=O)O.C(CCC(=O)O)(=O)O.C(CCC(=O)O)(=O)O.N1C(=NC2=C1C=CC=C2)N 1H-benzo[d]imidazol-2-amine tri-succinate